C(C1=CC=CC=C1)NC1=NC(=C(N=C1)C1=CC=CC=C1)C1=CC=CC=C1 N-benzyl-5,6-diphenylpyrazin-2-amine